C(CC(=O)OC(C)(C)C)(=O)OC(C)(C)C di-(tert-butyl) malonate